dimethyldecamethylenediamine CNCCCCCCCCCCNC